ditriphenylphosphine ruthenium(II) chloride [Ru](Cl)Cl.C1(=CC=CC=C1)P(C1=CC=CC=C1)C1=CC=CC=C1.C1(=CC=CC=C1)P(C1=CC=CC=C1)C1=CC=CC=C1